NC1=C(C(=NN1C1CC(C1)(C)O)C1=C2C=NN(C2=C(C=C1)CNC(C1=C(C=CC(=C1)F)OC)=O)COCC[Si](C)(C)C)C#N N-((4-(5-amino-4-cyano-1-((1s,3s)-3-hydroxy-3-methylcyclobutyl)-1H-pyrazol-3-yl)-1-((2-(trimethylsilyl)ethoxy)methyl)-1H-indazol-7-yl)methyl)-5-fluoro-2-methoxybenzamide